P(=O)(O)(O)[O-].P(=O)(O)(O)[O-].[Ca+2] calcium bis(dihydrogen orthophosphate)